CN1C(CNC(C1)C)=O 1,5-dimethylpiperazin-2-one